NC1=NC(=C(C=C1C=1C=C2CCNC(C2=CC1)=O)C1=CC=C(C=C1)N1CC(N(CC1)C(C)C)C)F 6-(2-amino-6-fluoro-5-(4-(4-isopropyl-3-methylpiperazin-1-yl)phenyl)pyridin-3-yl)-3,4-dihydroisoquinolin-1(2H)-one